7-(1-(4-Chlorobenzyl)piperidin-3-yl)-2-(2-methoxypyridin-3-yl)pyrazolo[1,5-a]pyrimidine ClC1=CC=C(CN2CC(CCC2)C2=CC=NC=3N2N=C(C3)C=3C(=NC=CC3)OC)C=C1